N-(1-methyl-1H-pyrazol-4-yl)-4-(1-(pyrrolidine-3-yl)-1H-pyrazol-4-yl)pyrimidin-2-amine CN1N=CC(=C1)NC1=NC=CC(=N1)C=1C=NN(C1)C1CNCC1